O=C1N[C@H]2[C@@H](OC1)CCN(C2)C(=O)N2CCC1(C[C@@H](CO1)NS(=O)(=O)C1=CC=CC=C1)CC2 |&1:3,4| rac-(4aR,8aS)-N-((S)-8-(3-oxooctahydro-2H-pyrido[4,3-b][1,4]oxazine-6-carbonyl)-1-oxa-8-azaspiro[4.5]decan-3-yl)benzenesulfonamide